FC1(C(N(C(C(O1)(F)F)(F)F)C(C(C1OCCC1)(F)F)F)(F)F)F 2,2,3,3,5,5,6,6-octafluoro-4-(1,2,2-trifluoro-2-(tetrahydrofuran-2-yl)ethyl)morpholine